C(C=CC1=CC=CC=C1)NC(=O)NC1=CC=CC=C1 N-cinnamyl-N'-phenylurea